6-bromo-8-[(2S)-2-methylazetidin-1-yl]-5-(trifluoromethyl)imidazo[1,2-a]pyrazine BrC=1N=C(C=2N(C1C(F)(F)F)C=CN2)N2[C@H](CC2)C